methyl 2-methyl-3-[(tetrahydro-2H-pyran-4-yl) amino]-5-bromobenzoate CC1=C(C(=O)OC)C=C(C=C1NC1CCOCC1)Br